CN1C(=NC=C1)C(=O)NC1=CNC2=CC=C(C=C12)C=1C=NN(C1)C1=CC=C(C=C1)C(F)(F)F 1-methyl-N-(5-{1-[4-(trifluoromethyl)phenyl]-1H-pyrazol-4-yl}-1H-indol-3-yl)-1H-imidazole-2-carboxamide